(R)-2-acetoxy-3-(1-acetyl-7-methyl-1H-indazol-5-yl)propionic acid C(C)(=O)O[C@@H](C(=O)O)CC=1C=C2C=NN(C2=C(C1)C)C(C)=O